4-chloro-2-(4-(2-ethoxy-1-methyl-1H-imidazol-5-yl)phenoxy)benzaldehyde ClC1=CC(=C(C=O)C=C1)OC1=CC=C(C=C1)C1=CN=C(N1C)OCC